CC1=NN(C=2C1=NC=C(C2)C2=CC(=CC=C2)C(F)(F)F)CC(=O)O 2-(3-Methyl-6-(3-(trifluoromethyl)phenyl)-1H-pyrazolo[4,3-b]pyridin-1-yl)acetic acid